[Br-].[NH3+]CCCCCC[NH3+].[Br-] hexamethylenebisammonium bromide